C1(=CC=CC=C1)C1=CC2=C(C=C1)C1=CC=C(C=C1C21C2=CC=C(C=C2OC=2C=C(C=CC12)OCCO)OCCO)C1=CC=CC=C1 2,2'-((2,7-diphenylspiro[fluorene-9,9'-xanthene]-3',6'-diyl)bis(oxy))diethanol